N-(1-((Cyanomethyl)(methyl)amino)-1-oxopropan-2-yl)-4-phenylbutanamide C(#N)CN(C(C(C)NC(CCCC1=CC=CC=C1)=O)=O)C